C1(=CC=CC=C1)NC1=NN2C(C=N1)=CC=C2 N-phenylpyrrolo[2,1-f][1,2,4]triazin-2-amine